3-((tert-butyl-dimethylsilyloxy)prop-1-en-2-yl)-5-(3-cyclopropyloxy-4-methoxyphenyl)pyridine 4-(2-methoxy-2-oxoethyl)-6-phenyl-3,4-dihydronaphthalene-2,2(1H)-dicarboxylate COC(CC1CC(CC2=CC=C(C=C12)C1=CC=CC=C1)(C(=O)O)C(=O)O)=O.[Si](C)(C)(C(C)(C)C)OCC(=C)C=1C=NC=C(C1)C1=CC(=C(C=C1)OC)OC1CC1